ethyl 4-chloro-2-ethylsulfanyl-5-nitrobenzoate ClC1=CC(=C(C(=O)OCC)C=C1[N+](=O)[O-])SCC